C(CCC)C=1C(=C(C(C(=O)O)=CC1)C(=O)O)CC1=CC=CC=C1.C(C)(C)C=1C(=C(C(C(=O)O)=CC1)C(=O)O)C(C)C.C(C=1C(C(=O)OCCC(C)C)=CC=CC1)(=O)OCCC(C)C diisopentyl Phthalate (diisopropylphthalate) butyl-benzyl-Phthalate